1-(1-(3-Chloro-4-(4-chloro-3-(trifluoromethoxy)phenoxy)pyridin-2-yl)piperidin-4-yl)-3-(pyridin-3-yl)thiourea ClC=1C(=NC=CC1OC1=CC(=C(C=C1)Cl)OC(F)(F)F)N1CCC(CC1)NC(=S)NC=1C=NC=CC1